(±)-2-{4-[3-(4-chloro-5-methoxy-1-methyl-1H-indole-2-amido)oxetan-3-yl]-3-fluorophenyl}propanoic acid ClC1=C2C=C(N(C2=CC=C1OC)C)C(=O)NC1(COC1)C1=C(C=C(C=C1)[C@H](C(=O)O)C)F |r|